F[C@H]1C[C@]12C[C@@]1(CCCN1C2)CO ((1S,2S,7a'S)-2-Fluorodihydro-1'H,3'H-spiro[cyclopropane-1,2'-pyrrolizin]-7a'(5'H)-yl)methanol